FC(C1=C(C=CC=C1)C1=C(C=CC=C1)N1N=CC=C1)(F)F N-[2'-(trifluoromethyl)biphenyl-2-yl]-1H-pyrazole